2-Cyclopropyl-N-(3-(imidazo[4,5-d]pyrrolo[2,3-b]pyridin-1(6H)-yl)bicyclo[1.1.1]pentan-1-yl)acetamide C1(CC1)CC(=O)NC12CC(C1)(C2)N2C=NC=1C2=C2C(=NC1)NC=C2